ClC1=CC=C(C=C1)C1=NC=NC=N1 4-(4-chlorophenyl)-1,3,5-triazine